ClC=1C(=NC(=NC1)NC1CCOCC1)C1=CC=C2CN(C(C2=C1)=O)[C@@H](C(=O)N[C@@H]1[C@@H](CC2=CC=CC=C12)O)C (2R)-2-(6-{5-chloro-2-[(oxan-4-yl)amino]pyrimidin-4-yl}-1-oxo-2,3-dihydro-1H-isoindol-2-yl)-N-[(1S,2R)-2-hydroxy-2,3-dihydro-1H-inden-1-yl]propanamide